N-(3-((4-amino-3-methyl-1-(tetrahydro-2H-pyran-3-yl)-1H-pyrazol-5-yl)oxy)propyl)-2-Chloro-5-(trifluoromethyl)-7-((2-(trimethylsilyl)ethoxy)methyl)-7H-pyrrolo[2,3-d]pyrimidin-4-amine NC=1C(=NN(C1OCCCNC=1C2=C(N=C(N1)Cl)N(C=C2C(F)(F)F)COCC[Si](C)(C)C)C2COCCC2)C